COC(C(CO)C1=CC(=C(C(=C1)OC)OC)OC)=O 3,4,5-trimethoxy-α-(hydroxymethyl)phenylacetic acid methyl ester